(1R,2S,3S,5S)-2-fluoro-1-methyl-8-azabicyclo[3.2.1]octan F[C@@H]1[C@]2(CC[C@@H](CC1)N2)C